C1(=CC=CC=C1)C(C(=O)O)(C1=CC=CC=C1)C1=CC=CC=C1 Triphenyl-acetic acid